tert-butyl 4-(2-(4-(1-(2,6-dioxopiperidin-3-yl)-3-methyl-2-oxo-2,3-dihydro-1H-benzo[d]imidazol-5-yl)piperidin-1-yl)acetyl)piperazine-1-carboxylate O=C1NC(CCC1N1C(N(C2=C1C=CC(=C2)C2CCN(CC2)CC(=O)N2CCN(CC2)C(=O)OC(C)(C)C)C)=O)=O